N-(3-(3-(4-(3-chlorophenoxy)-3-fluorophenyl)-2-oxo-2,3-dihydro-1H-imidazo[4,5-c]pyridin-1-yl)phenyl)acrylamide ClC=1C=C(OC2=C(C=C(C=C2)N2C(N(C3=C2C=NC=C3)C=3C=C(C=CC3)NC(C=C)=O)=O)F)C=CC1